C(C)(=O)OC=1C=C2C(NC=NC2=CC1)=O 4-oxo-3,4-dihydro-quinazolin-6-yl acetate